dimethyl (2-chloro-6-methoxypyrimidin-4-yl)(methyl)propanedioate ClC1=NC(=CC(=N1)C(C(=O)OC)(C(=O)OC)C)OC